C1(CC1)C1=C(C(=NO1)C1=C(C=CC=C1Cl)Cl)COCC1(CCN(CC1)C=1C=CC(=NC1)C(=O)O)F 5-(4-(((5-cyclopropyl-3-(2,6-dichlorophenyl)isoxazol-4-yl)methoxy)methyl)-4-fluoropiperidin-1-yl)picolinic acid